NC1=CC=C(C=C1)N[C@@H]1C[C@@H](N(C2=CC(=CC=C12)F)C(CC)=O)C |o1:8,10| 1-((2S*,4R*)-4-((4-aminophenyl)amino)-7-fluoro-2-methyl-3,4-dihydroquinolin-1(2H)-yl)propan-1-one